C(C)(C)(C)[S@](=O)N[C@@H]1C=2N(N=C3C2CCC3)CC13CCN(CC3)C(=O)OC(C)(C)C tert-butyl (S)-8-(((S)-tert-butylsulfinyl)amino)-1,2,3,8-tetrahydro-6H-spiro[cyclopenta[d]pyrrolo[1,2-b]pyrazole-7,4'-piperidine]-1'-carboxylate